3-isopropylthio-1,2,4-triazole C(C)(C)SC1=NNC=N1